3-(1-oxo-6-(3-oxoazetidin-1-yl)-3,4-dihydroisoquinolin-2(1H)-yl)piperidine-2,6-dione O=C1N(CCC2=CC(=CC=C12)N1CC(C1)=O)C1C(NC(CC1)=O)=O